1-[[2-(difluoromethoxy)pyridin-4-yl]methyl]-3-(2,2-difluorospiro[2.3]hexan-5-yl)urea FC(OC1=NC=CC(=C1)CNC(=O)NC1CC2(C(C2)(F)F)C1)F